C(#N)C=1C=C(C=CC1C(=O)OC)N1C2CN(C(C1)C2)C(=O)OC(C)(C)C tert-butyl 5-(3-cyano-4-(methoxycarbonyl)phenyl)-2,5-diazabicyclo[2.2.1]heptane-2-carboxylate